C(=O)O.NC1CCC(CC1)NC(=O)N1CCN(CC1)C(C1=C(C=C(C=C1)NC=1C=2N(C=CN1)C(=CN2)C=2C(=NNC2)C(F)(F)F)Cl)=O N-(4-aminocyclohexyl)-4-[2-chloro-4-[[3-[3-(trifluoromethyl)-1H-pyrazol-4-yl]imidazo[1,2-a]pyrazin-8-yl]amino]benzoyl]piperazine-1-carboxamide formate